FC(CC(CCCCCCCCCO)C(CCCCCCCCCO)CC(C(C(C(C(C(C(C(F)(F)F)(F)F)(F)F)(F)F)(F)F)(F)F)(F)F)(F)F)(C(C(C(C(C(C(C(F)(F)F)(F)F)(F)F)(F)F)(F)F)(F)F)(F)F)F 10,11-bis(2,2,3,3,4,4,5,5,6,6,7,7,8,8,9,9,9-heptadecafluorononyl)icosane-1,20-diol